2-[6-[rac-(4aR,8aS)-2,3,4a,5,6,7,8,8a-octahydropyrido[4,3-b][1,4]oxazin-4-yl]pyridazin-3-yl]-5-chloro-3-methyl-phenol O1[C@@H]2[C@H](N(CC1)C1=CC=C(N=N1)C1=C(C=C(C=C1C)Cl)O)CNCC2 |r|